C(CCCCCCCCCCC)N(C[C@H](O)[C@@H](O)[C@H](O)[C@H](O)CO)C N-Dodecyl-N-Methylglucamine